C1(CC1)C(=O)NC1=NC=C(C(=O)NC)C(=C1)NC1=CN(C2=C1C(N(C=C2F)C)=O)C 6-(Cyclopropanecarboxamido)-4-((7-fluoro-1,5-dimethyl-4-oxo-4,5-dihydro-1H-pyrrolo[3,2-c]pyridin-3-yl)amino)-N-methylnicotinamide